CN(C=1C=2N=CN([C@]3([C@H](O)[C@H](O)[C@@H](CO)O3)C(N)=O)C2N=CN1)C([C@@H](N)[C@H](O)C)=O N6-methyl-N6-threonyl-carbamoyl-adenosine